ClC=1N=C(C2=C(N1)C=C(S2)C2=CC=NC=C2)N2CCOCC2 4-(2-chloro-6-(pyridin-4-yl)thieno[3,2-d]pyrimidin-4-yl)morpholine